BrC=1C=C(C(=NC1)[N+](=O)[O-])OCC=1C(=NC=CC1)N (((5-bromo-2-nitropyridin-3-yl)oxy)methyl)pyridin-2-amine